N=1N=CC=2C1NC(=CC2)N pyrazolo[3,4-b]pyridin-6-amine